2-amino-N-((1R)-1-(5-chloro-2-pyridinyl)ethyl)-3-methyl-N-((5-(trifluoromethyl)-2-pyridinyl)methyl)-6-quinolinecarboxamide NC1=NC2=CC=C(C=C2C=C1C)C(=O)N(CC1=NC=C(C=C1)C(F)(F)F)[C@H](C)C1=NC=C(C=C1)Cl